[C@H]12COC[C@H](CN(C1)C1=NC(=NC3=C(C(=C(C=C13)Cl)C1=CC=C(C3=C1N=C(S3)N)F)F)OC[C@H]3N(C[C@@H](C3)F)C)N2 4-(4-((1R,5S)-3-oxa-7,9-diazabicyclo[3.3.1]nonan-7-yl)-6-chloro-8-fluoro-2-(((2S,4R)-4-fluoro-1-methylpyrrolidin-2-yl)methoxy)quinazolin-7-yl)-7-fluorobenzo[d]thiazol-2-amine